methyl 2-[8-(2-chlorophenyl)-7-(4-chlorophenyl)-3-[(4-formylphenyl)methyl]-2,6-dioxopurin-1-yl]acetate ClC1=C(C=CC=C1)C1=NC=2N(C(N(C(C2N1C1=CC=C(C=C1)Cl)=O)CC(=O)OC)=O)CC1=CC=C(C=C1)C=O